2-amino-N-(4-hydroxy-2-butyn-1-yl)-3-methyl-N-((5-(trifluoromethyl)-2-pyridinyl)methyl)-6-quinolinecarboxamide NC1=NC2=CC=C(C=C2C=C1C)C(=O)N(CC1=NC=C(C=C1)C(F)(F)F)CC#CCO